O=C1N([C@H]2[C@H](O)[C@H](O)[C@@H](CO)O2)C2=NC=NC(C2=N1)=N 8-Oxoadenosin